N1-methyl-4-(trifluoromethoxy)benzene-1,2-diamine CNC=1C(=CC(=CC1)OC(F)(F)F)N